FC(C1=CC=C(C=C1)C1=NC(=C2C=CC=CN12)N1CC(C1)NC(C=C)=O)(F)F N-[1-[9-[4-(trifluoromethyl)phenyl]-1,8-diazabicyclo[4.3.0]nonan-2,4,6,8-tetraen-7-yl]azetidin-3-yl]prop-2-enamide